(2R,3S)-1-acryloyl-3-(4-ethynylphenyl)-N-(quinolin-8-yl)azetidine-2-carboxamide C(C=C)(=O)N1[C@H]([C@H](C1)C1=CC=C(C=C1)C#C)C(=O)NC=1C=CC=C2C=CC=NC12